CN(CCN1CC(CC1)NC(OC(C)(C)C)=O)C tert-butyl N-{1-[2-(dimethylamino)ethyl]pyrrolidin-3-yl}carbamate